3-(6-amino-3-oxo-2,3-dihydro-1H-isoindol-1-yl)-1H-indole-2-carbaldehyde NC1=CC=C2C(NC(C2=C1)C1=C(NC2=CC=CC=C12)C=O)=O